C(#N)C1=CC=C(C=C1)C1=NC2=C(N1C1=CC=C(C=C1)C)C=CC(=C2)C(=O)NCCNC 2-(4-Cyanophenyl)-N-(2-(methylamino)ethyl)-1-(p-tolyl)-1H-benzo[d]imidazole-5-carboxamide